C(C)NC=1C=C(C=C2C3=C(NC12)N=CC=C3N3N=C(C=C3)C(F)(F)F)F 8-(Ethylamino)-6-fluoro-4-[3-(trifluoromethyl)pyrazol-1-yl]-9H-pyrido[2,3-b]indol